2-methyl-N-(4-methyl-phenyl)-4,5-dihydrofuran-3-carboxamide CC=1OCCC1C(=O)NC1=CC=C(C=C1)C